C(C=C)C1[C@H](N(CC1=O)C(=O)OC(C)(C)C)C(=O)OC 1-(tert-butyl) 2-methyl (2S)-3-allyl-4-oxopyrrolidine-1,2-dicarboxylate